N-Furfuryl-1,4-butandiamin C(C1=CC=CO1)NCCCCN